4-fluoro-5-((4-fluoro-3-methylphenyl)carbamoyl)-1-methyl-1H-pyrrole-3-sulfonyl chloride FC=1C(=CN(C1C(NC1=CC(=C(C=C1)F)C)=O)C)S(=O)(=O)Cl